N-(3-Cyano-4-fluorophenyl)-10-methyl-11-oxo-8-(1H-1,2,4-triazol-3-yl)-3,4,8,9,10,11-hexahydro-1H-pyrido[4',3':3,4]-pyrazolo[1,5-a][1,4]diazepine-2(7H)-carboxamide C(#N)C=1C=C(C=CC1F)NC(=O)N1CC=2C(=NN3C2C(N(CC(C3)C3=NNC=N3)C)=O)CC1